FC1=CC(=C(C=C1)NC=1C(=NC(=CN1)C(F)(F)F)C(=O)OCC)C ethyl 3-((4-fluoro-2-methylphenyl)amino)-6-(trifluoro-methyl)pyrazine-2-carboxylate